BrC1=C(C=CC=C1)N1N=C(C(=N1)N)Cl 2-(2-bromophenyl)-5-chloro-2H-1,2,3-triazol-4-amine